ClC1=C2C=C(C=NC2=CC=C1)CNC([C@H](C)NC(=O)[C@@H]1NC[C@H](C1)C1=CC=CC=C1)=O (2R,4R)-N-((S)-1-(((5-chloroquinolin-3-yl)methyl)amino)-1-oxopropan-2-yl)-4-phenylpyrrolidine-2-carboxamide